nitron-propane [N+](=O)([O-])CCC